The molecule is a HDoHE obtained by hydroxylation at position 2 of all-cis-docosa-4,7,10,13,16,19-hexaenoic acid. It is a hydroxydocosahexaenoic acid and a homoallylic alcohol. It derives from an all-cis-docosa-4,7,10,13,16,19-hexaenoic acid. It is a conjugate acid of a (4Z,7Z,10Z,13Z,16Z,19Z)-22-hydroxydocosahexaenoate. C(CC(=O)O)/C=C\\C/C=C\\C/C=C\\C/C=C\\C/C=C\\C/C=C\\CCO